6,7-difluoro-1-methyl-5-(6-((1-(trifluoromethyl)cyclopropyl)ethynyl)-2,3,4,5-tetrahydro-1H-pyrido[3,4-b]azepin-1-yl)-[1,2,4]triazolo[4,3-a]quinazoline FC1=C2C(=NC=3N(C2=CC=C1F)C(=NN3)C)N3C1=C(CCCC3)C(=CN=C1)C#CC1(CC1)C(F)(F)F